Fumaric acid iron [Fe].C(\C=C\C(=O)O)(=O)O